FC(C=1C=C(CO[C@H]2[C@H](N(CCC2)CC2=NC(NN2)=O)C2=CC=C(C=C2)O)C=C(C1)C(F)(F)F)(F)F 5-(((2R,3R)-3-((3,5-bis(trifluoromethyl)benzyl)oxy)-2-(4-hydroxyphenyl)piperidin-1-yl)methyl)-1H-1,2,4-triazol-3(2H)-one